FC(C(=O)O)(F)F.COC1=CC=NC=N1 6-methoxypyrimidine trifluoroacetate